C12CC(CC2C1)OC1=C(C=C(C=C1C)NC(=O)C=1N=C(OC1CN1CCCC1)N1CC(C1)(CC)CC)F N-(4-(cis-bicyclo[3.1.0]hexane-3-yloxy)-3-fluoro-5-methylphenyl)-2-(3,3-diethyl-azetidin-1-yl)-5-(pyrrolidin-1-ylmethyl)oxazole-4-carboxamide